(S)-tert-butyl 3-(3-(1-(2-(tert-butoxy)-6-chlorobenzyl)-4-hydroxy-5-methyl-2-oxo-1,2-dihydropyridin-3-yl)ureido)-3-(3-(tert-butoxy)phenyl)propanoate C(C)(C)(C)OC1=C(CN2C(C(=C(C(=C2)C)O)NC(N[C@@H](CC(=O)OC(C)(C)C)C2=CC(=CC=C2)OC(C)(C)C)=O)=O)C(=CC=C1)Cl